4-[4-(7-fluoro-1,3-benzoxazol-2-yl)piperidin-1-yl]-1-methyl-2-oxo-1,2-dihydroquinoline-3-carbonitrile FC1=CC=CC=2N=C(OC21)C2CCN(CC2)C2=C(C(N(C1=CC=CC=C21)C)=O)C#N